6-(imidazo[1,2-a]pyridine-3-carbonyl)-N-(3-(2-(4-methylpiperazin-1-yl)ethoxy)-5-(trifluoromethyl)phenyl)-4,5,6,7-tetrahydrothieno[2,3-c]pyridine-3-carboxamide N=1C=C(N2C1C=CC=C2)C(=O)N2CC1=C(CC2)C(=CS1)C(=O)NC1=CC(=CC(=C1)C(F)(F)F)OCCN1CCN(CC1)C